2-benzyl-6-methoxy-2,3-dihydro-1H-inden-1-one C(C1=CC=CC=C1)C1C(C2=CC(=CC=C2C1)OC)=O